2-dimethoxypropyl-2-(p-chlorophenyl)-1,3-dimethoxypropane COC(CCC(COC)(COC)C1=CC=C(C=C1)Cl)OC